NC(N)=NCCC(=O)O 3-(diaminomethylideneamino)propanoic acid